tert-Butyl 3,5-difluoro-4-nitrobenzoate FC=1C=C(C(=O)OC(C)(C)C)C=C(C1[N+](=O)[O-])F